((S)-2-(2-Chloro-4-fluorophenyl)azepan-1-yl)-N-((R,E)-4-(methylsulfonyl)but-3-en-2-yl)pyrazine-2-carboxamide ClC1=C(C=CC(=C1)F)[C@H]1N(CCCCC1)C=1C(=NC=CN1)C(=O)N[C@H](C)\C=C\S(=O)(=O)C